FC1(CNCCO1)F 2,2-difluoromorpholin